CC(CCCCCCCCCC)CCCC(CCCC(CCCC(CCCCCCCCCCCCCC)C)C)C 11,15,19,23-Tetramethylheptatriacontane